methyl 6-(bromomethyl)-3-chloropyrazine-2-carboxylate BrCC1=CN=C(C(=N1)C(=O)OC)Cl